1-Ethyl-3-butylpyrrolium methansulfonat CS(=O)(=O)[O-].C(C)[NH+]1C=C(C=C1)CCCC